3-bromo-5-methoxy-aniline BrC=1C=C(N)C=C(C1)OC